(5-(cyclopropylmethoxy)-3-fluoropyridin-2-yl)-2-((S)-4,4-difluoro-3-(6-oxo-1,6-dihydropyridin-3-yl)piperidin-1-yl)propanamide C1(CC1)COC=1C=C(C(=NC1)C(C(=O)N)(C)N1C[C@@H](C(CC1)(F)F)C1=CNC(C=C1)=O)F